O=C1CC2(C1)CNC2 2-oxo-6-azaspiro[3.3]heptane